C1C(NC=2C=CC=C3C2N1C1C3CNCC1)=O 6b,7,8,9,10,10a-hexahydro-1H-pyrido[3',4':4,5]-pyrrolo[1,2,3-de]quinoxalin-2(3H)-one